5-(Hydroxymethyl)-1-benzothiophen-7-ol OCC=1C=C(C2=C(C=CS2)C1)O